N-(3-{[4-(benzyloxy)-2-methylphenyl]amino}phenyl)-3-cyclohexylpropionamide C(C1=CC=CC=C1)OC1=CC(=C(C=C1)NC=1C=C(C=CC1)NC(CCC1CCCCC1)=O)C